2-[(2-methylphenoxy)methyl]oxirane CC1=C(OCC2OC2)C=CC=C1